3,5,7-trihydroxy-2-(4-(trifluoromethyl)phenyl)-4H-chromen-4-one OC1=C(OC2=CC(=CC(=C2C1=O)O)O)C1=CC=C(C=C1)C(F)(F)F